NC=1C(=NC=NC1)C#CC1CCN(CC1)C(=O)OC(C)(C)C tert-butyl 4-[2-(5-aminopyrimidin-4-yl)ethynyl]piperidine-1-carboxylate